COC=1N=C2C(=CC=NC2=CC1OC)OC1=C(C=C(C=C1)NC(=O)C=1C(=NC(=C(C1O)C=1SC(=CC1)C)C)C)F N-[4-[(6,7-dimethoxy-1,5-naphthyridin-4-yl)oxy]-3-fluorophenyl]-4-hydroxy-2,6-dimethyl-5-(5-methylthiophen-2-yl)pyridine-3-carboxamide